C(C1=CC=CC=C1)(=O)O[C@H]1[C@H](O)O[C@@H]([C@H]([C@@H]1OC(C1=CC=CC=C1)=O)OC(C1=CC=CC=C1)=O)COC(C1=CC=CC=C1)=O 2,3,4,6-tetra-O-benzoyl-β-D-glucose